4-((5-chloro-4-(1-isopropyl-1H-pyrazol-4-yl)pyrimidin-2-yl)amino)-N-(4-chlorophenyl)-3-methoxybenzamide ClC=1C(=NC(=NC1)NC1=C(C=C(C(=O)NC2=CC=C(C=C2)Cl)C=C1)OC)C=1C=NN(C1)C(C)C